(3R,8R)-6-benzyl-20-(2,6-dimethylphenyl)-2-oxa-16λ6-thia-6,9,17,19,22-pentaazatetracyclo[16.3.1.111,15.03,8]tricosa-1(21),11,13,15(23),18(22),19-hexaene-10,16,16-trione C(C1=CC=CC=C1)N1CC[C@H]2OC3=CC(=NC(NS(C=4C=CC=C(C(N[C@@H]2C1)=O)C4)(=O)=O)=N3)C3=C(C=CC=C3C)C